1-(4-(1-(pyridin-3-ylmethyl)-1H-pyrazol-3-yl)-2-(3-(trifluoromethyl)benzyl)-5,8-dihydropyrido[3,4-d]pyrimidin-7(6H)-yl)prop-2-en-1-one N1=CC(=CC=C1)CN1N=C(C=C1)C=1C2=C(N=C(N1)CC1=CC(=CC=C1)C(F)(F)F)CN(CC2)C(C=C)=O